(±)-3-(5,5-dimethyl-2-phenethyl-1,3-dioxolan-4-yl)-1-phenylpropan-1-one CC1(C(OC(O1)CCC1=CC=CC=C1)CCC(=O)C1=CC=CC=C1)C